O1C=CC=2C1=NC=C(C2)B(O)O {furo[2,3-b]pyridin-5-yl}boronic acid